(2S)-2-(2-Bromo-3-oxo-3-(2,6-difluoro-4-(methoxycarbonyl)phenyl)propyl)morpholine-4-carboxylate BrC(C[C@H]1CN(CCO1)C(=O)[O-])C(C1=C(C=C(C=C1F)C(=O)OC)F)=O